ClC1=C2CCCN(C2=CC=N1)C1=NC(N(C2=CC=CC(=C12)F)C([2H])([2H])[2H])=O 4-(5-chloro-3,4-dihydro-2H-1,6-naphthyridin-1-yl)-5-fluoro-1-(trideuteriomethyl)quinazolin-2-one